[5-[4-[4-chloro-3-[(1-cyanocyclopropyl)-propanoyl-carbamoyl]phenyl]pyrazol-1-yl]-1-methyl-4-(trifluoromethyl)pyrazol-3-yl]1,1,1,2,3,3,3-heptafluoropropane-2-sulfonate ClC1=C(C=C(C=C1)C=1C=NN(C1)C1=C(C(=NN1C)OS(=O)(=O)C(C(F)(F)F)(C(F)(F)F)F)C(F)(F)F)C(N(C(CC)=O)C1(CC1)C#N)=O